1-(isoindolin-2-yl)butane-1,4-dione bis(2,2,2-tri-fluoroacetate) FC(C(=O)O)(F)F.FC(C(=O)O)(F)F.C1N(CC2=CC=CC=C12)C(CCC=O)=O